C(C)OC(CCC)=O 4-Ethoxy-4-oxobutan